(S)-γ-thionovalerolactone C1(CC[C@H](C)O1)=S